2-((3,5-dicyano-4-ethyl-6-(4-(oxetan-3-yloxy)piperidin-1-yl)pyridin-2-yl)sulfanyl)-2-phenylacetamide C(#N)C=1C(=NC(=C(C1CC)C#N)N1CCC(CC1)OC1COC1)SC(C(=O)N)C1=CC=CC=C1